FC1=CC=C(C=C1)[C@@H]1N(CCC2=CC=CC=C12)C(=O)[C@H]1OCC(C1)=C ((S)-1-(4-fluorophenyl)-3,4-dihydroisoquinolin-2(1H)-yl)((S)-4-methylenetetrahydrofuran-2-yl)methanone